BrC1=C(NC)C(=CC=C1)C(=C)C1=C(C=CC=C1)Cl 2-bromo-6-(1-(2-chlorophenyl)ethenyl)-N-methylaniline